FC1=C(OC=2C=NC=3CCN(CC3C2)C2=C(C=CN=N2)C)C=CC=C1 6-(3-(2-fluorophenoxy)-7,8-dihydro-1,6-naphthyridin-6(5H)-yl)-5-methylpyridazine